Cl.N[C@@H](CC1=CC=CC(=N1)N(C)CCOC)C1=C(C=CC=C1)C1=NOC2=C1C=CC=C2 (S)-6-{2-Amino-2-[2-(benzo[d]isoxazol-3-yl)phenyl]ethyl}-N-(2-methoxyethyl)-N-methylpyridin-2-amine hydrochloride